(7-hydroxy-4-(1-methyl-3-phenyl-1H-pyrazol-4-yl)quinazolin-6-yl)propanamide OC1=C(C=C2C(=NC=NC2=C1)C=1C(=NN(C1)C)C1=CC=CC=C1)C(C(=O)N)C